(4-Methoxyphenyl)-5-methyl-2-(propan-2-yl)cyclohexane-1-carboxamid COC1=CC=C(C=C1)C1(C(CCC(C1)C)C(C)C)C(=O)N